methylenebis(2-methoxy-4-propylphenol) C(C=1C(=C(C=CC1CCC)O)OC)C=1C(=C(C=CC1CCC)O)OC